3-(3-bromophenyl)-4-(2,6-diisopropylphenyl)-5-(2-methylphenyl)-4H-1,2,4-triazole BrC=1C=C(C=CC1)C1=NN=C(N1C1=C(C=CC=C1C(C)C)C(C)C)C1=C(C=CC=C1)C